5-[[5-((Acetyloxy)methyl)-2-furanyl]methylene]-2,2-dimethyl-1,3-dioxane-4,6-dione C(C)(=O)OCC1=CC=C(O1)C=C1C(OC(OC1=O)(C)C)=O